(1S,2S,4R)-(-)-2,4-diisopropenyl-1-methyl-1-vinylcyclohexane C(=C)(C)[C@H]1[C@@](CC[C@H](C1)C(=C)C)(C=C)C